1,3-bis[3-(2-methoxyethoxy)propyl]imidazolium COCCOCCCN1C=[N+](C=C1)CCCOCCOC